3-[(2E)-3,7-dimethylocta-2,6-dien-1-yl]-4-hydroxy-6-propyl-2-{[(3S,4R,5S,6S)-4,5,6-trihydroxyoxan-3-yl]methoxy}benzoic acid C\C(=C/CC=1C(=C(C(=O)O)C(=CC1O)CCC)OC[C@H]1CO[C@@H]([C@H]([C@@H]1O)O)O)\CCC=C(C)C